C1=CC=CC=2SC3=CC=CC=C3SC12.ClC1=CC=C(C=C1)OC p-chloroanisole thianthrene salt